acetic acid [(2R,3R,4R,5R)-4-acetoxy-2-[[2-cyanoethoxy-[2-(2-oxo-ethoxy) ethoxy] phosphoryl] oxymethyl]-5-[2-(2-methylpropanoylamino)-6-oxo-1H-purin-9-yl] tetrahydrofuran-3-yl] ester C(C)(=O)O[C@@H]1[C@@H]([C@H](O[C@H]1N1C=2N=C(NC(C2N=C1)=O)NC(C(C)C)=O)COP(=O)(OCCOCC=O)OCCC#N)OC(C)=O